FC=1C=C(OCC(=O)Cl)C=CC1 2-(3-fluorophenoxy)acetyl chloride